6-amino-4-chloro-5-iodonicotinic acid methyl ester COC(C1=CN=C(C(=C1Cl)I)N)=O